BrC=1C=NN2CCOC3=C(C21)C=C(S3)C(=O)N[C@@H]3CN[C@@H](C[C@H]3C3=CC(=C(C=C3)F)F)CCCN3CCCCC3 10-bromo-N-((3S,4S,6R)-4-(3,4-difluorophenyl)-6-(3-(piperidin-1-yl)propyl)piperidin-3-yl)-5,6-dihydropyrazolo[1,5-d]thieno[3,2-f][1,4]oxazepine-2-carboxamide